benzyl 4-(((1S,2S)-2-amino-1-(4-bromothiazol-2-yl)-3-ethoxy-3-oxopropoxy) methyl)-3,6-dihydropyridine-1(2H)-carboxylate N[C@@H]([C@H](OCC=1CCN(CC1)C(=O)OCC1=CC=CC=C1)C=1SC=C(N1)Br)C(=O)OCC